C(#N)C=1C=C(C=CC1)C[C@@H](C(N1CCN(CC1)C1=CC=CC=C1)=O)NC(OC(C)(C)C)=O tert-butyl (S)-(3-(3-Cyanophenyl)-1-oxo-1-(4-phenylpiperazin-1-yl)propan-2-yl)carbamate